N-(6-amino-2-methylquinolin-5-yl)-N-methylmethanesulfonamide NC=1C(=C2C=CC(=NC2=CC1)C)N(S(=O)(=O)C)C